C1(CC1)C1=NOC(=N1)C12CCC(CC1)(CC2)CNC2=CC(=CC=C2)C=2OC(=NN2)OCC N-((4-(3-cyclopropyl-1,2,4-oxadiazol-5-yl)bicyclo[2.2.2]octan-1-yl)methyl)-3-(5-ethoxy-1,3,4-oxadiazol-2-yl)aniline